NC=1C(=C(C(=CC1)F)C(=O)C1=CNC2=NC=C(C=C21)Br)C (3-amino-6-fluoro-2-methyl-phenyl)-(5-bromo-1H-pyrrolo[2,3-b]pyridin-3-yl)methanone